C[C@H]1N(C[C@@H]([C@H]([C@@H]1O)O)O)C[C@H]1C[C@@H](CCC1)C(F)(F)F (2R,3R,4R,5S)-2-methyl-1-(((1R,3R)-3-(trifluoromethyl)cyclohexyl)methyl)piperidine-3,4,5-triol